CC1(CCC(C2=C1C=C(S2)C=2SC(=CC2C2=C(C(C(C2(F)F)(F)F)(F)F)C2=C(SC1=C2C=C(C(=C1)OC)OC)C1=CC=C(C=C1)C(C)(C)C)C=1SC2=C(C1)C(CCC2(C)C)(C)C)(C)C)C 3-{2-[2,5-bis(4,4,7,7-tetramethyl-4,5,6,7-tetrahydro-1-benzothien-2-yl)thiophen-3-yl]-3,3,4,4,5,5-hexafluorocyclopent-1-en-1-yl}-2-(4-tert-butylphenyl)-5,6-dimethoxy-1-benzothiophene